C(C1=CC=CC=C1)(=O)C(C(C(=O)O)(O)C(C1=CC=CC=C1)=O)(O)C(=O)O (+)-(2S,3S)-dibenzoyl-tartaric acid